[O-]S(=O)(=O)C(F)(F)F.FC(/C=C/[S+](C1=CC=CC=C1)C1=CC=CC=C1)F (E)-(3,3-difluoroprop-1-en-1-yl)diphenylsulfonium triflate